(methylamino)piperidin CNN1CCCCC1